CN1CCN(CC1)CC1=CC=C(C=C1)C=1C=C2C(=NC1)NC=C2C=2C=C(C=CC2)NC(OC)=O methyl (3-(5-(4-((4-methylpiperazin-1-yl)methyl)phenyl)-1H-pyrrolo[2,3-b]pyridin-3-yl)phenyl)carbamate